C(C)(C)(C)OC(=O)N1C[C@@H](CC1)NC1=C2C=CC=NC2=CC(=C1)C(F)(F)F.C12(CC3CC(CC(C1)C3)C2)P(CCCC)C23CC1CC(CC(C2)C1)C3 di(1-adamantyl)-n-butyl-phosphine tert-butyl-(R)-3-((7-(trifluoromethyl)quinolin-5-yl)amino)pyrrolidine-1-carboxylate